FC(C(C(C(C(C=CC(C(C(C(C(F)(F)F)(F)F)(F)F)(F)F)(F)F)(F)F)(F)F)(F)F)(F)F)(F)F 1,1,1,2,2,3,3,4,4,5,5,8,8,9,9,10,10,11,11,12,12,12-docosafluoro-6-dodecene